19-hydroxynonadecyl eicos-11-enoate C(CCCCCCCCCC=CCCCCCCCC)(=O)OCCCCCCCCCCCCCCCCCCCO